N-Boc-4-azido-L-proline methyl ester COC([C@H]1N(CC(C1)N=[N+]=[N-])C(=O)OC(C)(C)C)=O